3-(3-(imidazo[1,5-a]pyridin-5-yl)ureido)benzoic acid methyl ester COC(C1=CC(=CC=C1)NC(=O)NC1=CC=CC=2N1C=NC2)=O